2-(4-methoxyphenyl)-5-methyl-3-((4-nitrobutyl)thio)-3a,8a-dihydrofuro[2,3-b]benzofuran COC1=CC=C(C=C1)C1=C(C2C(OC3=C2C=C(C=C3)C)O1)SCCCC[N+](=O)[O-]